4-hydroxytetrahydro-2H-pyran-2-carboxylate OC1CC(OCC1)C(=O)[O-]